C(C)CC(CC(=O)[O-])=O.C(C)CC(CC(=O)[O-])=O.C(CC(=O)C)(=O)[O-].[Al+3] aluminum monoacetoacetate di(ethylacetoacetate)